C(C1=C(C=CC=C1)N=C=O)C1=C(C=CC=C1)N=C=O Methylenediphenylisocyanate